CC1=NC(=CC(=C1)C=1NC2=CC=C(C=C2C1C(C)C)OCC1CCN(CC1)CC(=O)N(C)C)C 2-(4-(((2-(2,6-dimethylpyridin-4-yl)-3-isopropyl-1H-indol-5-yl)oxy)methyl)piperidin-1-yl)-N,N-dimethylacetamide